methyl (Z)-2-[3-(4-cyclopropyltriazol-2-yl)phenoxy]-3-methoxy-prop-2-enoate C1(CC1)C1=NN(N=C1)C=1C=C(O\C(\C(=O)OC)=C/OC)C=CC1